3-(4-fluorophenyl)-4-phenyl-N-((4-(trifluoromethyl)phenyl)sulfonyl)-4,5-dihydro-1H-pyrazole-1-carboxamide FC1=CC=C(C=C1)C1=NN(CC1C1=CC=CC=C1)C(=O)NS(=O)(=O)C1=CC=C(C=C1)C(F)(F)F